C(C)(C)(C)C=1C=C(C=CC1)C1CC2(CN(C2)C(=O)C2CC3(C2)NC(OC3)=O)C1 (2s,4s)-2-(6-(3-(tert-butyl)phenyl)-2-azaspiro[3.3]Heptane-2-carbonyl)-7-oxa-5-azaspiro[3.4]Octane-6-one